C(=O)C1=CC=C(C=C1)C#CC1=CC(=CC(=C1)C#CC1=CC=C(C=C1)C=O)C#CC1=CC=C(C=C1)C=O 1,3,5-tris(4'-formylphenylethynyl)benzene